(7S)-9-(2,6-difluorophenyl)-N-(2-hydroxy-2-methyl-propyl)-7-methyl-13,16-dioxa-18-thia-2,3,5,8-tetraazatetracyclo[8.8.0.02,6.011,17]octadeca-1(10),3,5,8,11(17)-pentaene-4-carboxamide FC1=C(C(=CC=C1)F)C1=N[C@H](C2=NC(=NN2C=2SC=3OCCOCC3C12)C(=O)NCC(C)(C)O)C